(S)-pyrrolidin-3-yl acetate C(C)(=O)O[C@@H]1CNCC1